2-fluoro-6-[2-(trimethylsilyl)ethynyl]pyridine FC1=NC(=CC=C1)C#C[Si](C)(C)C